(R)-1-((2-((3-bromo-2-chlorophenyl)amino)pyridin-4-yl)methyl)pyrrolidin-3-ol BrC=1C(=C(C=CC1)NC1=NC=CC(=C1)CN1C[C@@H](CC1)O)Cl